NC=1C=2N(C=CN1)N=C(C2C2=NC=CC=N2)C2=CCC1(CCN(CC1)C(C=C)=O)CC2 1-(9-(4-amino-3-(pyrimidin-2-yl)pyrazolo[1,5-a]pyrazin-2-yl)-3-azaspiro[5.5]undec-8-en-3-yl)prop-2-en-1-one